OC(CCCCCOC(C=1C(C(=O)[O-])=CC(=CC1)CCCCCCCCCCCC)=O)CCCCCC (6-hydroxydodecyl)-4-dodecyl-phthalate